tert-Butyl (R)-4-((2,2-difluoro-6-(2-(3-methoxyazetidin-1-yl)-4-(methoxycarbonyl)phenyl)-7-azaspiro[3.5]nonan-7-yl)methyl)-5-methoxy-7-methyl-1H-indole-1-carboxylate FC1(CC2(C1)C[C@@H](N(CC2)CC2=C1C=CN(C1=C(C=C2OC)C)C(=O)OC(C)(C)C)C2=C(C=C(C=C2)C(=O)OC)N2CC(C2)OC)F